C(C)(CC)C=CC(C(=O)N)=C sec-butylvinylacrylamide